zinc-silver-silver chloride [Ag]Cl.[Ag].[Zn]